2-amino-N-((1R)-3-amino-3-oxo-1-(tetrahydro-2H-pyran-4-yl)propyl)-3-methyl-N-((5-(trifluoromethyl)-2-pyridinyl)methyl)-6-quinolinecarboxamide NC1=NC2=CC=C(C=C2C=C1C)C(=O)N(CC1=NC=C(C=C1)C(F)(F)F)[C@H](CC(=O)N)C1CCOCC1